[N+](=O)([O-])C1=NOC2=C(C1=O)C=CC=C2 3-nitro-4H-1,2-benzoxazin-4-one